8-chloro-5-(4-(4-(trifluoromethoxy)phenoxy)piperidin-1-yl)-[1,2,4]triazolo[4,3-a]quinazoline ClC1=CC=C2C(=NC=3N(C2=C1)C=NN3)N3CCC(CC3)OC3=CC=C(C=C3)OC(F)(F)F